(R)-3-ethyl-2-(2-methylpyridin-4-yl)-5-(1-(pyrrolidin-3-ylmethyl)piperidin-4-yl)-1H-indole C(C)C1=C(NC2=CC=C(C=C12)C1CCN(CC1)C[C@H]1CNCC1)C1=CC(=NC=C1)C